C(CCC(=O)[O-])(=O)OCCCCOC(CCC(=O)[O-])=O butylene bissuccinate